F[C@@H]1[C@@H]([C@]2(CN[C@@]1(C2)C)C)N(C2=CC=C(N=N2)C2=C(C=C(C=C2)C2=CC(=NC=C2)OC([2H])([2H])[2H])O)C 2-(6-(((1R,4R,5R,6R)-6-fluoro-1,4-dimethyl-2-azabicyclo[2.2.1]heptan-5-yl)(methyl)amino)pyridazin-3-yl)-5-(2-(methoxy-d3)pyridin-4-yl)phenol